The molecule is a pentanone that is pentane carrying an oxo group at position 3. It has been isolated from Triatoma brasiliensis and Triatoma infestans. It has a role as an animal metabolite. CCC(=O)CC